2-(fluoromethyl)piperidine FCC1NCCCC1